C1(=CC=C(C=C1)C1=NC(=NC(=N1)C1=CC=C(C=C1)C1=CC=CC=C1)C1=CC=C(C=C1)C1=CC=CC=C1)C1=CC=CC=C1 2,4,6-tri([1,1'-biphenyl]-4-yl)-1,3,5-triazine